3-(4-Methoxyphenyl)-1-propanol COC1=CC=C(C=C1)CCCO